6-(dimethylamino)-5-(2-methylpropyloxy)pyrazine-2-carboxamide CN(C1=C(N=CC(=N1)C(=O)N)OCC(C)C)C